1-(tert-butyl) 4-methyl (S)-4-(1,2,3,4-tetrahydroisoquinoline-3-carboxamido)piperidine-1,4-dicarboxylate C1N[C@@H](CC2=CC=CC=C12)C(=O)NC1(CCN(CC1)C(=O)OC(C)(C)C)C(=O)OC